(4-methylpiperazin-1-yl)(5-(5-(4-methylpyridin-3-yl)-1H-pyrrolo[2,3-b]pyridin-3-yl)pyrazolo[1,5-a]pyridin-3-yl)methanone CN1CCN(CC1)C(=O)C=1C=NN2C1C=C(C=C2)C2=CNC1=NC=C(C=C12)C=1C=NC=CC1C